N-[5-(1-acetyl-3,6-dihydro-2H-pyridin-4-yl)-4-fluoro-2-[(3R,5S)-3,4,5-trimethylpiperazin-1-yl]phenyl]-6-oxo-4-(trifluoromethyl)-1H-pyridine-3-carboxamide C(C)(=O)N1CCC(=CC1)C=1C(=CC(=C(C1)NC(=O)C1=CNC(C=C1C(F)(F)F)=O)N1C[C@H](N([C@H](C1)C)C)C)F